[Sc].[Ce].[La] lanthanum-cerium-scandium